(2R)-1-[8-methoxy-9-(1-methylpyrazol-3-yl)-1-propyl-5,6-dihydropyrrolo[2,1-a]isoquinoline-3-carbonyl]-2-methyl-pyrrolidine-2-carbonitrile COC=1C=C2CCN3C(C2=CC1C1=NN(C=C1)C)=C(C=C3C(=O)N3[C@](CCC3)(C#N)C)CCC